C1(CC1)N1C(C(=CC=C1)C(=O)NC1=CC=2N(C=C1OC([2H])([2H])[2H])N=C(C2)CCC(C)(C)O)=O 1-cyclopropyl-N-[2-(3-hydroxy-3-methylbutyl)-6-(trideuteriomethoxy)pyrazolo[1,5-a]pyridin-5-yl]-2-oxopyridine-3-carboxamide